C(C#C)OC1=CC=C(C=C1)NC(C)=O N-(4-propargyloxyphenyl)acetamide